((12-(Stearoyloxy)octadec-9-en-1-yl)oxy)butanoic acid C(CCCCCCCCCCCCCCCCC)(=O)OC(CC=CCCCCCCCCOC(C(=O)O)CC)CCCCCC